Calcium nitrate salt [N+](=O)([O-])[O-].[Ca+2].[N+](=O)([O-])[O-]